C(=C)N1C(C(CC1)CC)=O N-vinyl-3-ethyl-pyrrolidone